glycerin tricaprate C(=O)(CCCCCCCCC)OCC(OC(=O)CCCCCCCCC)COC(=O)CCCCCCCCC